2-(2-fluorophenethyl)-6-(pyridin-4-yl)-3,4-dihydroisoquinolin-1(2H)-one FC1=C(CCN2C(C3=CC=C(C=C3CC2)C2=CC=NC=C2)=O)C=CC=C1